N-(2,2,2-Trifluoroethyl)-2-((((CIS)-4-(2,3,6-trifluorophenyl)cyclohexyl)oxy)methyl)-3-(1-((2-(trimethylsilyl)ethoxy)methyl)-1H-pyrazol-5-yl)piperidine-1-carboxamide FC(CNC(=O)N1C(C(CCC1)C1=CC=NN1COCC[Si](C)(C)C)CO[C@@H]1CC[C@@H](CC1)C1=C(C(=CC=C1F)F)F)(F)F